C(C)N1CC(=CC=C1)CCCC N-ethyl-3-butylpyridine